carbazole boron difluoride [B](F)F.C1=CC=CC=2C3=CC=CC=C3NC12